F[C@H]1C[C@H](N2N=C(N=C21)[C@H]2[C@@H](C2)C#N)C2=CC=CC=C2 trans-2-[(5s,7s)-7-fluoro-5-phenyl-6,7-dihydro-5H-pyrrolo[1,2-b][1,2,4]triazol-2-yl]cyclopropanecarbonitrile